(4-fluoro-bicyclo[2.2.1]hept-1-yl)methanol FC12CCC(CC1)(C2)CO